BrC=1C=C(C=CC1)C1(CCSCC1)C(=O)O 4-(3-bromophenyl)tetrahydro-2H-thiopyran-4-carboxylic acid